N1N=CC(=C1)C1=CC=C(C=C1)NC1=NC(=NC=C1)C=1C=C2CN(CC2=CC1)C(=O)C1N(CC1)C (5-(4-((4-(1H-pyrazol-4-yl)phenyl)amino)pyrimidin-2-yl)isoindolin-2-yl)(1-methylazetidin-2-yl)methanone